ClC=1C(=NC=C(C1)F)C(C)(C)NC(=O)[C@@H]1CN[C@@H](CO1)CO (2S,5R)-N-(2-(3-chloro-5-fluoropyridin-2-yl)propan-2-yl)-5-(hydroxymethyl)morpholine-2-carboxamide